BrC(CCCCCCCCCCCCCCCCC)O alpha-bromooctadecanol